6-methyl-4-[(1-methylcyclopropyl)amino]-N-[1-(1-methylcyclopropyl)ethyl]furo[2,3-d]pyrimidine-5-carboxamide CC1=C(C2=C(N=CN=C2NC2(CC2)C)O1)C(=O)NC(C)C1(CC1)C